OC=1C=C(C=C(C1)OC)CCC1=CC(=C(C=C1)OC)O 3,3'-dihydroxy-5,4'-dimethoxybibenzyl